4-(4-Methylpiperazin-1-yl)-N-(2-(4-(pyridin-2-yl)piperazin-1-yl)pyrimidin-5-yl)benzamid CN1CCN(CC1)C1=CC=C(C(=O)NC=2C=NC(=NC2)N2CCN(CC2)C2=NC=CC=C2)C=C1